(S)-2-(chloromethyl)-1-(oxabutan-2-ylmethyl)-1H-benzo[d]imidazole-6-carboxylic acid methyl ester COC(=O)C=1C=CC2=C(N(C(=N2)CCl)C[C@@H](O)CC)C1